[13CH2]([13C](=O)O)N Glycine-13C2